(S)-6-(1-(difluoromethyl)-1H-pyrazol-4-yl)-2,2-difluoro-7-((5-methoxy-7-methyl-1H-indol-4-yl)methyl)-7-azaspiro[3.5]nonane FC(N1N=CC(=C1)[C@@H]1CC2(CC(C2)(F)F)CCN1CC1=C2C=CNC2=C(C=C1OC)C)F